(3S,3'S)-3,3'-(((ethane-1,2-diylbis(oxy))bis(propane-3,1-diyl))bis(1-oxoisoindoline-4,2-diyl))bis(piperidine-2,6-dione) C(COCCCC1=C2CN(C(C2=CC=C1)=O)[C@@H]1C(NC(CC1)=O)=O)OCCCC1=C2CN(C(C2=CC=C1)=O)[C@@H]1C(NC(CC1)=O)=O